O=C1NC(CC[C@@H]1C1=CC=C(C=C1)N1CCC(CC1)C=O)=O (R)-1-(4-(2,6-dioxopiperidin-3-yl)phenyl)piperidine-4-carbaldehyde